C1(CC1)C(C1=CC=C2C=C(C(=NC2=C1)OC)C(=O)N[C@H]1CS(C=C1)(=O)=O)(F)F (R)-7-(cyclopropyldifluoromethyl)-N-(1,1-dioxo-2,3-dihydrothiophen-3-yl)-2-methoxyquinoline-3-carboxamide